C1(CC1)C1=NN(C=C1C1=[N+](C=C(C=C1F)F)[O-])C(=O)OC(C)(C)C tert-butyl 3-cyclopropyl-4-(3,5-difluoro-1-oxido-pyridin-1-ium-2-yl)pyrazole-1-carboxylate